methyl 3-(difluoromethyl)-4-ethynylbenzoate FC(C=1C=C(C(=O)OC)C=CC1C#C)F